P(O)(=O)(OP(=O)(O)O)OC[C@@H]1[C@]([C@H]([C@@H](O1)N1C=[N+](C=2C(=O)NC(N)=NC12)C)O)(O)OS(=O)(=O)C 7-methyl-3'-mesyloxyguanosine 5'-diphosphate